N1(N=NC2=C1C=CC=C2)C2CN(CCC2)C2=CC(=NC(=N2)N)NC 6-(3-(1H-benzo[d][1,2,3]triazol-1-yl)piperidin-1-yl)-N4-methylpyrimidine-2,4-diamine